FC=1C(=C2C(=NC1)N(C=C2)C)C=O (5-fluoro-1-methyl-pyrrolo[2,3-b]pyridin-4-yl)methanone